C1(CCCC1)CC(C1=CC=CC=C1)C1=CC=CC=C1 (2-cyclopentylethane-1,1-diyl)dibenzene